3-(3-amino-2,6-difluorophenyl)-1-methyl-2-oxoimidazo[1,5-a]pyrimidine-8-carboxylic acid NC=1C(=C(C(=CC1)F)C=1C(N(C=2N(C1)C=NC2C(=O)O)C)=O)F